CO/C=C/C1=C2C=CN(C2=CC=C1)C1=CC=NC=C1 4-[(E)-2-methoxyvinyl]-1-(pyridin-4-yl)-1H-indole